FC(OC1=CC=C(N=N1)N1CC=2C(=NC=CC2C1=O)C1=C(C=C(C=C1)F)OCC(F)(F)F)F 2-[6-(difluoromethoxy)pyridazin-3-yl]-4-[4-fluoro-2-(2,2,2-trifluoroethoxy)phenyl]-2,3-dihydro-1H-pyrrolo[3,4-c]pyridin-1-one